acrylic acid cadmium salt [Cd+2].C(C=C)(=O)[O-].C(C=C)(=O)[O-]